(E)-3-(4-chloro-2-fluorophenyl)-N-((2S)-1-((1-cyano-1-hydroxy-3-((S)-2-oxopyrrolidin-3-yl)propan-2-yl)amino)-3-cyclopropyl-1-oxopropan-2-yl)acrylamide ClC1=CC(=C(C=C1)/C=C/C(=O)N[C@H](C(=O)NC(C(O)C#N)C[C@H]1C(NCC1)=O)CC1CC1)F